OC1=C(C=CC=C1)N1N=C2C(=N1)C=CC=C2 2-(2-hydroxyphenyl)-2H-benzotriazole